[Ca+2].[O-2].[Ca+2].[O-2] calcium oxide calcium salt